N-(5-((4-methoxyphenyl)ethynyl)-8-(methylamino)-2,7-naphthyridin-3-yl)cyclopropanecarboxamide COC1=CC=C(C=C1)C#CC1=C2C=C(N=CC2=C(N=C1)NC)NC(=O)C1CC1